(4R)-4-(Hydroxy-methyl)oxazolidin-2-one OC[C@H]1NC(OC1)=O